C(C)(C)(C)[Si](C)(C)OCC#CI tert-butyl[(3-iodoprop-2-yn-1-yl)oxy]dimethylsilane